C1(=CC=CC=C1)C(C(CC1=CC=CC=C1)OC(F)(F)F)=O 1,3-diphenyl-2-(trifluoromethoxy)propan-1-one